CC1=NC(=NC(=C1)C)N1[C@@H]2[C@H](CCC1)[C@H](N(C2)C(=O)C2=C(C=CC(=C2)F)N2N=CC=N2)C ((4aR,5R,7aR)-1-(4,6-dimethylpyrimidin-2-yl)-5-methyloctahydro-6H-pyrrolo[3,4-b]pyridine-6-yl)(5-fluoro-2-(2H-1,2,3-triazol-2-yl)phenyl)methanone